CSCC1=C(C=CC(=C1)[N+](=O)[O-])C(C)=O 1-(2-((methylsulfanyl)methyl)-4-nitrophenyl)ethan-1-one